3-(trimethylsilyl)propynylalcohol C[Si](CC#CO)(C)C